OC1CC2(CC(C2)[C@@H]2N(C[C@H](CC2)C)C(C(=O)NC=2C=C(C(=NC2)NC(OC(C)(C)C)=O)C)=O)C1 |r| rac-tert-butyl (5-(2-((2R,5S)-2-(6-hydroxyspiro[3.3]heptan-2-yl)-5-methylpiperidin-1-yl)-2-oxoacetamido)-3-methylpyridin-2-yl)carbamate